(1S,3S,4S)-6-(cyclopropylmethyl)-5-hydroxy-2-azabicyclo[2.2.2]octane-2,3-dicarboxylic acid 3-benzyl ester 2-tert-butyl ester C(C)(C)(C)OC(=O)N1[C@@H]2C(C([C@H]([C@H]1C(=O)OCC1=CC=CC=C1)CC2)O)CC2CC2